COC1=CC=C(C=C1)C1=CN=C2N1C=CN=C2NC2=CC=C(C=C2)S(=O)(=O)N(C)C 4-((3-(4-methoxyphenyl)imidazo[1,2-a]pyrazin-8-yl)amino)-N,N-dimethylbenzenesulfonamide